butylcyclopentylphosphinate C(CCC)P([O-])(=O)C1CCCC1